N-Benzhydryl-1,2-ethandiamin C(C1=CC=CC=C1)(C1=CC=CC=C1)NCCN